COC(C1=C(N=C(C=C1)C1=CC=CC=C1)C(C)N(S(=O)(=O)C1=CC=C(C=C1)C)CC(=O)OC)=O 6-phenyl-2-{1-[methoxycarbonylmethyl-(4-methylphenylsulfonyl)-amino]-ethyl}-nicotinic acid methyl ester